C(C)(C)(C)OC(=O)N(C=1C=C(C(=C2C3=C(NC12)N=CC(=C3N(C)C)C3=CN1C(C(=CC=C1C=C3)C(=O)O)=O)F)F)C 7-[8-[tert-butoxycarbonyl(methyl)amino]-4-(dimethylamino)-5,6-difluoro-9H-pyrido[2,3-b]indol-3-yl]-4-oxo-quinolizine-3-carboxylic acid